ClCC(=O)N(C(C(NCCC1=CC=CC=C1)=O)C1=CC=C(C=C1)[N+](=O)[O-])C1=CC(=CC=C1)OC 2-Chloro-N-(3-methoxyphenyl)-N-(1-(4-nitrophenyl)-2-oxo-2-(phenethylamino)-ethyl)acetamide